7,8-dihydro-6H-pyrazolo[1,5-a]pyrrolo[2,3-e]pyridine-3-carboxamide N1=CC(=C2N1C1=C(C=C2)NCC1)C(=O)N